2-(5-chloro-2-fluorophenyl)-8-(1H-pyrrolo[2,3-b]pyridin-4-yl)-7,8-dihydro-6H-pyrimido[5,4-b][1,4]oxazine ClC=1C=CC(=C(C1)C=1N=CC=2OCCN(C2N1)C1=C2C(=NC=C1)NC=C2)F